ClC1=NC=C(C(=C1)C1=C(C=NC(=C1)C)C(=O)NC=1SC(=NN1)OC[C@H]1COC[C@H]1C)OC 2'-chloro-5'-methoxy-6-methyl-N-(5-(((3r,4s)-4-methyltetrahydrofuran-3-yl)methoxy)-1,3,4-thiadiazol-2-yl)-(4,4'-bipyridine)-3-carboxamide